FC=1C=C(C#N)C=C(C1)C=1C=C2C3=C(NC2=CC1)N=CN=C3N[C@@H]3CC[C@H](CC3)N3CCOCC3 3-fluoro-5-(4-((trans-4-morpholinocyclohexyl)amino)-9H-pyrimido[4,5-b]indol-6-yl)benzonitrile